3-(2-cyclopropylphenoxy)-2,2-dimethyl-N-(1-methylpiperidin-4-yl)propanamide C1(CC1)C1=C(OCC(C(=O)NC2CCN(CC2)C)(C)C)C=CC=C1